FC1=C(CC=2C=C(C=CC2)[C@H](CC(=O)[O-])NC(=O)NC=2C(N(C=CC2[O-])C)=O)C=CC=C1.[Na+].[Na+] Natrium (S)-3-(3-(2-Fluorobenzyl)phenyl)-3-(3-(1-Methyl-4-oxido-2-oxo-1,2-Dihydropyridin-3-yl)ureido)propanoat